ClC1=CC=C(C(=O)C2=CC=NC=C2)C=C1 4-(4-chlorobenzoyl)pyridine